(4S,7S,9aS)-4-[(2S)-2-{[(tert-Butoxy)carbonyl](methyl)amino}propanamido]-5-oxo-8,8-bis(prop-2-en-1-yl)-octahydropyrrolo[2,1-b][1,3]thiazepine-7-carboxylic acid C(C)(C)(C)OC(=O)N([C@H](C(=O)N[C@@H]1C(N2[C@@H](SCC1)CC([C@H]2C(=O)O)(CC=C)CC=C)=O)C)C